[I-].[Sm+3].[I-].[I-] Samarium iodid